Cl.N[C@H](C)C1(CC=CC1)O 1-[(1R)-1-aminoethyl]Cyclopent-3-en-1-ol hydrochloride